CC=1C=C2CCCNC2=CC1 1,2,3,4-tetrahydro-6-methylquinoline